2-(4-(aminomethyl)-2-fluorophenyl)-N-(3-(diethylamino)propyl)benzo[d]imidazo[2,1-b]thiazole-7-carboxamide NCC1=CC(=C(C=C1)C=1N=C2SC3=C(N2C1)C=CC(=C3)C(=O)NCCCN(CC)CC)F